BrC1=NOC(C1)C1=NC=C(C=C1C1=C(C=C(C=C1F)F)F)Cl 2-(3-bromo-4,5-dihydro-1,2-oxazol-5-yl)-5-chloro-3-(2,4,6-trifluorophenyl)pyridine